(4S)-5-amino-4-(4-hydroxy-1-oxo-isoindolin-2-yl)-5-oxopentanoic acid tert-butyl ester C(C)(C)(C)OC(CC[C@@H](C(=O)N)N1C(C2=CC=CC(=C2C1)O)=O)=O